N=1C=C(N2C1C=NC=C2)CN2CCC1=CC=C(C=C21)C(=O)NC2=NOC(=C2)C(C(F)(F)F)(C)C 1-(imidazo[1,2-a]pyrazin-3-ylmethyl)-N-(5-(1,1,1-trifluoro-2-methylpropan-2-yl)isoxazol-3-yl)indoline-6-carboxamide